C1(CC1)C(C=1C=C(C=CC1)NC(=O)C=1[N+](=C(NC1C)C1=NC(=C(C=C1F)OC)C1=C(C=CC=C1C)C)[O-])(F)F 4-((3-(cyclopropyldifluoromethyl)phenyl)carbamoyl)-2-(6-(2,6-dimethylphenyl)-3-fluoro-5-methoxypyridin-2-yl)-5-methyl-1H-imidazole 3-oxide